NC1CCN(CC1)C1=C(N=NC2=CC=C(C=C12)C=1C=C(C(=O)N)C=C(C1)F)C1=CC(=CC(=C1)F)F 3-[4-(4-aminopiperidin-1-yl)-3-(3,5-difluorophenyl)cinnolin-6-yl]-5-fluorobenzamide